3-iodo-6-(4-pyridyloxy)-1H-indazole IC1=NNC2=CC(=CC=C12)OC1=CC=NC=C1